methoxy-hepta-1,6-diene COC=CCCCC=C